Methyl 4-(4-bromo-3-(difluoromethyl)-1H-pyrazol-1-yl)benzoate BrC=1C(=NN(C1)C1=CC=C(C(=O)OC)C=C1)C(F)F